2-(1H-pyrrolo[2,3-b]pyridin-4-yl)thiophene N1C=CC=2C1=NC=CC2C=2SC=CC2